ClC1=NN(C=C1)C(CC(=O)N1CCC(CC1)O)C(F)F 1-(3-(3-chloro-1H-pyrazol-1-yl)-4,4-difluorobutanoyl)-4-hydroxypiperidine